N-(3,5-difluoro-4-((1R,3R)-5-fluoro-3-methyl-2-(2,2,2-trifluoroethyl)-2,3,4,9-tetrahydro-1H-pyrido[3,4-b]indol-1-yl)phenyl)-1-(3-fluoropropyl)azetidin-3-amine FC=1C=C(C=C(C1[C@H]1N([C@@H](CC2=C1NC1=CC=CC(=C21)F)C)CC(F)(F)F)F)NC2CN(C2)CCCF